3-(3-(3-(benzyloxy)propoxy)-4-(4-methylpiperazin-1-yl)phenyl)-5-bromo-1-tosyl-1H-pyrazolo[3,4-c]pyridine C(C1=CC=CC=C1)OCCCOC=1C=C(C=CC1N1CCN(CC1)C)C1=NN(C2=CN=C(C=C21)Br)S(=O)(=O)C2=CC=C(C)C=C2